ethyl 2-(4-bromo-3-methylindazol-1-yl)acetate BrC1=C2C(=NN(C2=CC=C1)CC(=O)OCC)C